2-METHYL-3-PENTENOIC ACID CC(C(=O)O)C=CC